tert-butyl (S)-(1-((4-(1,3-dioxoisoindolin-2-yl)butyl)amino)propan-2-yl)carbamate O=C1N(C(C2=CC=CC=C12)=O)CCCCNC[C@H](C)NC(OC(C)(C)C)=O